COC(C1=C(C=C2CCCN(C2=N1)C(=O)OC1=CC=CC=C1)CN1C(CN(CC1)C)=O)OC Phenyl 7-(dimethoxymethyl)-6-((4-methyl-2-oxopiperazin-1-yl)methyl)-3,4-dihydro-1,8-naphthyridine-1(2H)-carboxylate